acetic acid 2-(2-amino-ethoxy)-ethyl ester HCl salt Cl.NCCOCCOC(C)=O